(1S)-1-[(2S,4SR)-4-Methoxy-1-methylpyrrolidin-2-yl]ethan-1-ol CO[C@H]1C[C@H](N(C1)C)[C@H](C)O |&1:2|